[1-[(5-bromo-4-chloro-2-methoxyphenyl)methyl]piperidin-4-yl]methanol BrC=1C(=CC(=C(C1)CN1CCC(CC1)CO)OC)Cl